C1(CC1)C1=C2C(=NC(=C1)NC1=C(C=C(C=C1)P1(CCN(CC1)C1CCOCC1)=O)OC)NC=C2C(F)(F)F 4-(4-((4-cyclopropyl-3-(trifluoromethyl)-1H-pyrrolo[2,3-b]pyridin-6-yl)amino)-3-methoxyphenyl)-1-(tetrahydro-2H-pyran-4-yl)-1,4-azaphosphinane 4-oxide